5-(6-cyclopropyl-3-(ethylsulfanyl)pyridin-2-yl)-2-(trifluoromethyl)pyrazolo[1,5-a]pyrimidine C1(CC1)C1=CC=C(C(=N1)C1=NC=2N(C=C1)N=C(C2)C(F)(F)F)SCC